3-Isopropyl-1,6,7-trimethylquinoxalin-2(1H)-one C(C)(C)C=1C(N(C2=CC(=C(C=C2N1)C)C)C)=O